4-(7-(4-chloro-2-fluorophenyl)imidazo[5,1-b]thiazol-5-yl)benzoic acid ClC1=CC(=C(C=C1)C=1N=C(N2C1SC=C2)C2=CC=C(C(=O)O)C=C2)F